The molecule is an organic anion that is the conjugate base of 4-dedimethylamino-4-oxoanhydrotetracycline, obtained by deprotonation of the 2-hydroxy group. It is the major microspecies at pH 7.3 (according to Marvin v 6.2.0.). It is a conjugate base of a 4-de(dimethylamino)-4-oxoanhydrotetracycline. CC1=C2C=CC=C(C2=C(C3=C1C[C@H]4C(=O)C(=C(C(=O)[C@]4(C3=O)O)C(=O)N)[O-])O)O